[N+](=O)([O-])C1(C(C=CC(C1)(C(=O)O)C(=O)O)C=CC1=CC=CC=C1)[N+](=O)[O-] 2,2-dinitro-4,4-Stilbenedicarboxylic acid